tert-butyl (S)-2-methyl-4-(1-((6-methylpyrazolo[1,5-a]pyrazin-2-yl)carbamoyl)-2,3-dihydro-1H-pyrrolo[2,3-b]pyridin-4-yl)piperazine-1-carboxylate C[C@@H]1N(CCN(C1)C1=C2C(=NC=C1)N(CC2)C(NC2=NN1C(C=NC(=C1)C)=C2)=O)C(=O)OC(C)(C)C